4-(1-{1-[4-(trifluoromethyl)-phenyl]ethyl}-1H-pyrazol-4-yl)-1H-pyrrolo[2,3-b]pyridine FC(C1=CC=C(C=C1)C(C)N1N=CC(=C1)C1=C2C(=NC=C1)NC=C2)(F)F